3-Chloro-5-(6-(3-methyl-2-oxoimidazolin-1-yl)-2-azabicyclo[2.2.1]heptane-2-yl)pyridine ClC=1C=NC=C(C1)N1C2C(CC(C1)C2)N2C(N(CC2)C)=O